1-(2-((2-((3-chloro-2-fluorophenylmethyl)amino)-2-oxoethyl)(cyclopropyl)amino)-2-oxoethyl)-5-(3,3-difluoropiperidine-1-carboxamido)-1H-pyrazolo[3,4-b]pyridine-3-carboxamide ClC=1C(=C(C=CC1)CNC(CN(C(CN1N=C(C=2C1=NC=C(C2)NC(=O)N2CC(CCC2)(F)F)C(=O)N)=O)C2CC2)=O)F